N[C@@H](CC(=O)OC(C)(C)C)C |r| racemic-tert-butyl 3-aminobutyrate